OC1=C(C=C(C=C1)C1=CC=CC=C1)C(=O)C1=CC=C(C(=O)N[C@H]2[C@@H](CNC2)NC(C2=CC=NC=C2)=O)C=C1 N-((3R,4R)-4-(4-(4-hydroxy-[1,1'-biphenyl]-3-carbonyl)benzamido)pyrrolidin-3-yl)isonicotinamide